3-(5-(5-chloro-1-methyl-4-(pyrrolidin-1-ylmethyl)-1H-pyrrolo[2,3-b]pyridin-6-yl)-4-fluoro-1-oxoisoindolin-2-yl)piperidine-2,6-dione ClC=1C(=C2C(=NC1C=1C(=C3CN(C(C3=CC1)=O)C1C(NC(CC1)=O)=O)F)N(C=C2)C)CN2CCCC2